5-cyclopentyl-2,5,6,7-tetrahydro-4H-pyrazolo[4,3-c]pyridin-4-one C1(CCCC1)N1C(C=2C(CC1)=NNC2)=O